C([C@H](O)[C@H](O)[C@@H](O)[C@H](O)CO)O Gulitol